N-{[1-(4-hydroxypiperidine-1-carbonyl)cyclobutyl]methyl}-4H,5H,6H,7H,8H,9H-cycloocta[b]thiophene-2-carboxamide OC1CCN(CC1)C(=O)C1(CCC1)CNC(=O)C1=CC2=C(S1)CCCCCC2